OCC1CCN(CC1)C1=NC(=NC=C1)C1=CN=C2N1C=C(N=C2)C(=O)N 3-(4-(4-(Hydroxymethyl)piperidin-1-yl)pyrimidin-2-yl)imidazo[1,2-a]pyrazine-6-carboxamide